ClC1=C(C=CC2=C1C(=NCC(=N2)N)C2=C(C=CC(=C2)OC)F)Cl 6,7-dichloro-5-(2-fluoro-5-methoxy-phenyl)-3H-1,4-benzodiazepine-2-Amine